2-(4-{2-[(4-{[6-(5-chloro-2-fluorophenyl)pyridazin-4-yl]amino}quinolin-7-yl)oxy]ethyl}piperazin-1-yl)ethan ClC=1C=CC(=C(C1)C1=CC(=CN=N1)NC1=CC=NC2=CC(=CC=C12)OCCN1CCN(CC1)CC)F